O1C=CC=2C(=NC=CC21)C2=CC=C(C(=O)NC1CCC(CC1)=O)C=C2 4-(furo[3,2-c]pyridin-4-yl)-N-(4-oxocyclohexyl)benzamide